2-((1H-pyrazol-3-yl)methyl)-6-((6-amino-5-methoxypyridin-2-yl)methyl)-4-methyl-4H-thiazolo[5',4':4,5]pyrrolo[2,3-d]pyridazin-5(6H)-one N1N=C(C=C1)CC=1SC2=C(N(C=3C(N(N=CC32)CC3=NC(=C(C=C3)OC)N)=O)C)N1